rac-(3R,4R)-4-Amino-3-fluoro-1-[(4-methoxyphenyl)methyl]-3-methylpyrrolidin-2-one N[C@H]1[C@@](C(N(C1)CC1=CC=C(C=C1)OC)=O)(C)F |r|